(S)-N-(chroman-4-yl)-2-(4-ethylpiperazin-1-yl)-5-methylbenzo[d]-thiazole-6-carboxamide O1CC[C@@H](C2=CC=CC=C12)NC(=O)C1=CC2=C(N=C(S2)N2CCN(CC2)CC)C=C1C